C(#N)C=1C=C(C=C(C1)C(F)(F)F)NC(N(C1CC2(CN(C2)C(=O)C2=C3N(N=C2)C=CN3C)C1)C)=O 3-(3-cyano-5-(trifluoromethyl)phenyl)-1-methyl-1-(2-(1-methyl-1H-imidazo[1,2-b]pyrazole-7-carbonyl)-2-azaspiro[3.3]heptan-6-yl)urea